(R)-1-(2-chloropyridin-3-yl)ethyl (5-(5-amino-6-methylpyridin-2-yl)-3-methylisoxazol-4-yl)carbamate NC=1C=CC(=NC1C)C1=C(C(=NO1)C)NC(O[C@H](C)C=1C(=NC=CC1)Cl)=O